(tert-Butyldimethylsilanyloxy)hex-1-en-3-one [Si](C)(C)(C(C)(C)C)OC=CC(CCC)=O